COC1C(C(=C(CC1)C)C)=NC1=CC=CC=C1 methoxyphenyliminodimethylcyclohexene